tetracos-15,18-dien-1-amine C(CCCCCCCCCCCCCC=CCC=CCCCCC)N